tert-butyl (S)-4,4-difluoro-2-(6-oxo-5-(trifluoromethyl)-1,6-dihydropyridazin-3-yl)pyrrolidine-1-carboxylate FC1(C[C@H](N(C1)C(=O)OC(C)(C)C)C1=NNC(C(=C1)C(F)(F)F)=O)F